6-(4-fluoro-3-isopropyl-5-(1-(2-(methylsulfonyl)ethyl)piperidin-4-yl)-1H-pyrrolo[2,3-c]pyridin-2-yl)-8-methyl-[1,2,4]triazolo[1,5-a]pyridine FC1=C2C(=CN=C1C1CCN(CC1)CCS(=O)(=O)C)NC(=C2C(C)C)C=2C=C(C=1N(C2)N=CN1)C